Boc-Cystamine C(=O)(OC(C)(C)C)NCCSSCCN